tert-Butyl (S)-4,4-difluoro-2-(hydroxymethyl)azepane-1-carboxylate FC1(C[C@H](N(CCC1)C(=O)OC(C)(C)C)CO)F